(R)-5,5'-bis(di[3,5-di-t-butyl-4-methoxyphenyl]phosphino)-4,4'-bi-1,3-benzodioxole C(C)(C)(C)C=1C=C(C=C(C1OC)C(C)(C)C)P(C1=C(C2=C(OCO2)C=C1)C1=C(C=CC=2OCOC21)P(C2=CC(=C(C(=C2)C(C)(C)C)OC)C(C)(C)C)C2=CC(=C(C(=C2)C(C)(C)C)OC)C(C)(C)C)C2=CC(=C(C(=C2)C(C)(C)C)OC)C(C)(C)C